8-oxa-2-azaspiro[4.5]decane hydrochloride Cl.C1NCCC12CCOCC2